2-chloro-3',3'-dimethyl-10-phenyl-2',3'-dihydro-10H-spiro-[acridine-9,1'-indene] ClC1=CC2=C(C=C1)N(C1=CC=CC=C1C21CC(C2=CC=CC=C12)(C)C)C1=CC=CC=C1